4-bisaminopropylpiperazine NC(CCN1CCNCC1)N